FC=1C=C(OC2=CC=C(C=C2)B(O)O)C=C(C1)F [4-(3,5-difluorophenoxy)phenyl]boronic acid